ClC=1C2=C(N=CN1)C=NC(=N2)SC 4-chloro-6-methylsulfanyl-pyrimido[5,4-d]pyrimidine